tert-butyl ((5S,8S,10aR)-8-(((R)-chroman-4-yl)carbamoyl)-3-(isopropylcarbamoyl)-6-oxodecahydropyrrolo[1,2-a][1,5]diazocin-5-yl)carbamate O1CC[C@H](C2=CC=CC=C12)NC(=O)[C@@H]1CC[C@H]2N1C([C@H](CN(CC2)C(NC(C)C)=O)NC(OC(C)(C)C)=O)=O